CN1C[C@@H]([C@H](CC1)C=1SC2=C(N1)C=C(C=C2)[C@@H]2NC[C@H](CC2)C)C |r| 2-[rac-(3R,4S)-1,3-dimethyl-4-piperidyl]-5-[rac-(2R,5S)-5-methyl-2-piperidyl]-1,3-benzothiazole